CC1OCCC=C1 2-Methyl-5,6-dihydro-2H-pyran